BrC1=CC=C(OP(=O)(OC2=CC=C(C=C2)[N+](=O)[O-])N[C@@H](C)C(=O)OCC)C=C1 Ethyl ((4-bromophenoxy)(4-nitrophenoxy)phosphoryl)-L-alaninate